C1CSS[C@@H]1CCCCC(=O)[O-] 5-[(3R)-dithiolan-3-yl]pentanoate